2-methylamino-3-amino-5-(trifluoromethyl)pyridine CNC1=NC=C(C=C1N)C(F)(F)F